(6-(2-((cis-3-ethoxycyclobutyl)amino)pyrrolo[2,1-f][1,2,4]triazin-5-yl)imidazo[1,2-a]pyridin-3-yl)(pyrrolidin-1-yl)methanone C(C)O[C@H]1C[C@H](C1)NC1=NN2C(C=N1)=C(C=C2)C=2C=CC=1N(C2)C(=CN1)C(=O)N1CCCC1